O=C1NC(CCC1N1C(C2=CC=CC(=C2C1=O)NCCOC=1C=C(CNC(=O)C=2SC(=C(N2)C=2C=C3CCN(C3=CC2)C(=O)C2=CN=CN2C)C)C=CC1)=O)=O (3-(2-(2-(2,6-dioxopiperidin-3-yl)-1,3-dioxoisoindolin-4-ylamino)ethoxy)benzyl)-5-methyl-4-(1-(1-methyl-1H-imidazole-5-carbonyl)indolin-5-yl)thiazole-2-carboxamide